C(C)OC(=O)[C@@H]1NC2=CC=CC=C2C1 |r| racemic-(R,S)-indoline-2-carboxylic acid ethyl ester